COC(=O)[C@@H]1N(C(C2=CC(=CC=C12)F)=O)CC1=CC=C(C=C1)OC.C(C=C)[C@]1(N(C(C2=CC(=CC=C12)F)=O)CC1=CC=C(C=C1)OC)C(=O)OC |r| rac-Methyl 1-allyl-5-fluoro-2-(4-methoxybenzyl)-3-oxoisoindoline-1-carboxylate rac-Methyl-5-fluoro-2-(4-methoxybenzyl)-3-oxoisoindoline-1-carboxylate